CC1=C(C=CC=C1)C(C(=O)O)=NOC 2-methyl-alpha-methoxyiminophenylacetic acid